2-methyl-2-(methylamino)propane-1,3-diol CC(CO)(CO)NC